5-chloro-N-((1r,4r)-4-((3-(1-(cyclopropylmethyl)-1H-pyrazolo[3,4-b]pyridin-5-yl)-2-oxo-2,3-dihydro-1H-benzo[d]imidazol-1-yl)methyl)cyclohexyl)-2-methylnicotinamide ClC=1C=NC(=C(C(=O)NC2CCC(CC2)CN2C(N(C3=C2C=CC=C3)C=3C=C2C(=NC3)N(N=C2)CC2CC2)=O)C1)C